(S)-5-amino-6-((oxetan-2-ylmethyl)amino)2-pyridinecarboxylic acid methyl ester COC(=O)C1=NC(=C(C=C1)N)NC[C@H]1OCC1